C(CCC)[Si](OCC)(CCCC)CCCC Trin-butyl-mono-ethoxysilane